CS(=O)(=O)C1=CN([C@H]2C[C@H](O)[C@@H](CO)O2)C=2N=C(NC(C12)=O)N 7-(Methanesulfonyl)-7-Deaza-2'-Deoxyguanosine